di-n-amyl-p-terphenyl C(CCCC)C1=CC=C(C=C1)C1=CC=C(C=C1)C1=CC=C(C=C1)CCCCC